O1CCN(CC1)C=1C=C(CNC(=O)C2(CC2)SC2=NN=NN2C2=CC=C(C(=O)O)C=C2)C=CC1 4-(5-((1-((3-morpholinobenzyl)carbamoyl)cyclopropyl)thio)-1H-tetrazol-1-yl)benzoic acid